The molecule is a C18, straight-chain, hydroxy fatty acid composed of linoleic acid having an (R)-hydroxy group at the 8-position. It is a long-chain fatty acid, a straight-chain fatty acid and a hydroxy polyunsaturated fatty acid. It derives from a linoleic acid. CCCCC/C=C\\C/C=C\\[C@@H](CCCCCCC(=O)O)O